4-((1R,5S)-2,2-difluoro-5-((R)-1-((5-(4-fluorophenoxy)pyrazin-2-yl)amino)-1-oxopropan-2-yl)cyclohexyl)pyridine 1-oxide FC1([C@H](C[C@H](CC1)[C@H](C(=O)NC1=NC=C(N=C1)OC1=CC=C(C=C1)F)C)C1=CC=[N+](C=C1)[O-])F